C(C1=CC=CC=C1)(=O)N1C[C@H](CC1)OC[C@@H]1N(CCC[C@@H]1NS(=O)(=O)C)C(=O)NCC cis-2-((((3S)-1-benzoylpyrrolidin-3-yl)oxy)methyl)-N-ethyl-3-((methylsulfonyl)amino)piperidine-1-carboxamide